6-(chloromethyl)spiro[4H-1,4-benzoxazine-2,1'-cyclopropane]-3-one ClCC=1C=CC2=C(NC(C3(CC3)O2)=O)C1